N-(acetoxy)phthalimide C(C)(=O)ON1C(C=2C(C1=O)=CC=CC2)=O